dibenzyl disulfide sulfur phosphorus [P].[S].C(C1=CC=CC=C1)SSCC1=CC=CC=C1